(S)-6-(6-(2-hydroxypropan-2-yl)pyridin-3-yl)-4-(tetrahydrofuran-3-yl)-3,4-dihydropyrazino[2,3-b]pyrazin-2(1H)-one OC(C)(C)C1=CC=C(C=N1)C=1N=C2C(=NC1)NC(CN2[C@@H]2COCC2)=O